2-methyl-2,6-diazabicyclo[3.2.0]heptane CN1C2CNC2CC1